BrC=1C=C(C=CC1F)N1C2=NC(=NC=C2N=C1)N 9-(3-bromo-4-fluorophenyl)-9H-purin-2-amine